C[C@@H]1OC(N2[C@H]1[C@@H]1CC[C@H](C2)N1)=O (1S,6R,9S,9aS)-1-methylhexahydro-1H,3H-6,9-epiminooxazolo[3,4-a]azepin-3-one